C12(CC3CC(CC(C1)C3)C2)C=2C=C(C=CC2OCCCCO)C2=CC=C(C=C2)C=CC(=O)O 3-[3'-adamantan-1-yl-4'-(hydroxy-butoxy)-biphenyl-4-yl]Acrylic acid